1-cyclopropyl-N-(6-(1-methyl-1H-1,2,3-triazol-5-yl)isoquinolin-3-yl)piperidine-4-carboxamide C1(CC1)N1CCC(CC1)C(=O)NC=1N=CC2=CC=C(C=C2C1)C1=CN=NN1C